S1(C=NC2=C1N=CC=C2)OC(=[N+](C)C)N(C)C O-(7-azabenzothiazol-1-yl)-N,N,N',N'-tetramethyluronium